pentaerythritol tetra(di-tert-butyl hydroxy oxycinnamate) C(C)(C)(C)C1=C(C(=C(C(=O)OCC(COC(C(=C(C2=C(C=CC=C2)C(C)(C)C)C(C)(C)C)OO)=O)(COC(C(=C(C2=C(C=CC=C2)C(C)(C)C)C(C)(C)C)OO)=O)COC(C(=C(C2=C(C=CC=C2)C(C)(C)C)C(C)(C)C)OO)=O)OO)C(C)(C)C)C=CC=C1